5-fluoro-N-isopropyl-N-methyl-2-(2-oxo-1-(piperidin-4-yl)-1,2-dihydro-3H-imidazo[4,5-c]pyridin-3-yl)benzamide hydrochloride Cl.FC=1C=CC(=C(C(=O)N(C)C(C)C)C1)N1C(N(C2=C1C=NC=C2)C2CCNCC2)=O